3-(1-amino-2-methylpropan-2-yl)-4-ethyl-N-(2-((4-(3-(1-methyl-1H-pyrazol-3-yl)phenyl)thiazol-2-yl)amino)-2-oxoethyl)benzamide NCC(C)(C)C=1C=C(C(=O)NCC(=O)NC=2SC=C(N2)C2=CC(=CC=C2)C2=NN(C=C2)C)C=CC1CC